C(C1=CC=CC=C1)=C1C(C(C2=CC=CC=C12)=O)=O benzylideneindanedione